C(C)OC1=CN=CC(=N1)C1=CC=C(C=C1)NCC1(CCOCC1)C1=NC(=NC=C1)NS(=O)(=O)C1CC1 N-(4-(4-(((4-(6-ethoxypyrazin-2-yl)phenyl)amino)methyl)tetrahydro-2H-pyran-4-yl)pyrimidin-2-yl)cyclopropanesulfonamide